Methyl ((3-(4-((5-(tert-butyl)-1H-pyrazol-1-yl)methyl)phenyl)-5-isobutylthiophen-2-yl)sulfonyl)carbamate C(C)(C)(C)C1=CC=NN1CC1=CC=C(C=C1)C1=C(SC(=C1)CC(C)C)S(=O)(=O)NC(OC)=O